BrC=1C2(C3=CC(=C(C=C3C1)F)OCOC)CCC(CC2)(C(=O)OC)N(C(C(F)(F)F)=O)C2=CC(=CC=C2)Cl methyl (1s,4s)-2'-bromo-4-[(3-chlorophenyl)(trifluoroacetyl)amino]-5'-fluoro-6'-(methoxymethoxy)spiro[cyclohexane-1,1'-indene]-4-carboxylate